C(C1=CC=CC=C1)OC(=O)NC(C)(C)C1=CC(=NC(=C1)C1=CC=C(C=C1)F)OC1[C@@H]2CN(C[C@H]12)C(=O)C=1C=C2C(N=C(S2)C)=C(C1)C(=O)O 6-((1R,5S,6s)-6-((4-(2-(((benzyloxy)carbonyl)amino)propan-2-yl)-6-(4-fluorophenyl)pyridin-2-yl)oxy)-3-azabicyclo[3.1.0]hexane-3-carbonyl)-2-methylbenzo[d]thiazole-4-carboxylic acid